C(C1CO1)N(CC1CO1)CCC N,N-bis(2,3-epoxypropyl)propylamine